Methyl (6S)-6-hydroxy-8-trimethylsilyl-oct-7-ynoate O[C@@H](CCCCC(=O)OC)C#C[Si](C)(C)C